3-(4-(ethylsulfonamido)-3-(3-fluorophenoxy)phenyl)-5-(pyrazin-2-ylamino)-1H-pyrazole-4-carboxamide C(C)S(=O)(=O)NC1=C(C=C(C=C1)C1=NNC(=C1C(=O)N)NC1=NC=CN=C1)OC1=CC(=CC=C1)F